ClC1=CC=C2C(=N1)N(N=C2I)COCC[Si](C)(C)C 6-chloro-3-iodo-1-[[2-(trimethylsilyl)ethoxy]methyl]pyrazolo[3,4-b]pyridine